diamylphosphinic acid C(CCCC)P(O)(=O)CCCCC